C(CC)(=O)C(CCC)[N-]CCCC n-Propanoyl-N,N-dibutylamide